C(C)(C)C1=CC=C(C=C1)C1=C(C2=CC=C(C=C2CC1)OC)C1=CC=C(C=C1)CCO 2-(4-(2-(4-isopropylphenyl)-6-methoxy-3,4-dihydronaphthalen-1-yl)phenyl)ethan-1-ol